2-(3-hydroxy-3-methylbutyl)-N-(tetrahydrofuran-3-yl)-6-(6-(trifluoromethyl)picolinamido)imidazo[1,2-a]pyridine-7-carboxamide OC(CCC=1N=C2N(C=C(C(=C2)C(=O)NC2COCC2)NC(C2=NC(=CC=C2)C(F)(F)F)=O)C1)(C)C